(6S)-6-[2-Chloro-3-(3-chloro-phenyl)phenyl]-2-imino-6-methyl-3-[(2S,4S)-2-methyltetrahydro-pyran-4-yl]hexahydropyrimidin-4-one trifluoroacetic acid salt FC(C(=O)O)(F)F.ClC1=C(C=CC=C1C1=CC(=CC=C1)Cl)[C@@]1(CC(N(C(N1)=N)[C@@H]1C[C@@H](OCC1)C)=O)C